(7-(3-fluoro-2-methylphenyl)-2-azaspiro[3.5]non-2-yl)((1s,3s)-3-hydroxy-3-methylcyclobutyl)methanone FC=1C(=C(C=CC1)C1CCC2(CN(C2)C(=O)C2CC(C2)(C)O)CC1)C